[H-].[H-].[H-].[Sm+3] samarium tri-hydride